cyclopentene trifluoroacetate FC(C(=O)O)(F)F.C1=CCCC1